CC=1C=C(C=C(C1)C)C1=NC(=NN1C)[C@H](C)NC(C1=NC=CC(=C1O)OC)=O (S)-N-(1-(5-(3,5-dimethylphenyl)-1-methyl-1,2,4-triazol-3-yl)ethyl)-3-hydroxy-4-methoxypicolinamide